C1(=C(C(=C(C(=C1[2H])[2H])C1=NC(=NC(=C1)C1=CC=C(C=C1)Cl)C1=CC=CC=C1)[2H])[2H])C1=C(C(=C(C(=C1[2H])[2H])[2H])[2H])[2H] 4-([1,1'-biphenyl]-4-yl-d9)-6-(4-chlorophenyl)-2-phenylpyrimidine